5-(4-((5-cyano-6-(2H-1,2,3-triazol-2-yl)pyridin-3-yl)carbamoyl)-5-(trifluoromethyl)-1H-pyrazol-1-yl)-3,4-dihydroisoquinoline-2(1H)-carboxylic acid tert-butyl ester C(C)(C)(C)OC(=O)N1CC2=CC=CC(=C2CC1)N1N=CC(=C1C(F)(F)F)C(NC=1C=NC(=C(C1)C#N)N1N=CC=N1)=O